7-methoxy-6-{3-[(1r,6s)-2,5-dioxa-8-azabicyclo[4.3.0]nonan-8-yl]propoxy}quinazoline COC1=C(C=C2C=NC=NC2=C1)OCCCN1C[C@@H]2OCCO[C@@H]2C1